C(CCC=CCC=CCC=CCC=CCC=CCCC)(=O)O 4,7,10,13,16-eicosapentaenoic acid